FC1=CC=C(C=C1)CCOC1=CC=CC(=N1)S(=O)(=O)NC(=O)C=1C(=NC=CC1)N1C(CC(C1)C)(C)C N-[[6-[2-(4-Fluorophenyl)ethoxy]-2-pyridyl]sulfonyl]-2-(2,2,4-trimethylpyrrolidin-1-yl)pyridin-3-carboxamid